rac-4-[[2-[4-[4-Amino-2-(N-[2-amino-1-methyl-2-oxoethyl]-4-fluoroanilino)thiazol-5-carbonyl]phenoxy]acetyl]amino]benzamid NC=1N=C(SC1C(=O)C1=CC=C(OCC(=O)NC2=CC=C(C(=O)N)C=C2)C=C1)N(C1=CC=C(C=C1)F)[C@@H](C(=O)N)C |r|